aluminum (III) trimethoxide C[O-].C[O-].C[O-].[Al+3]